Cl.Cl.F[P-](F)(F)(F)(F)F.N1(N=NC2=C1N=CC=C2)OC(=[N+](C)C)N(C)C 2-(7-Aza-1H-benzotriazol-1-yl)-1,1,3,3-tetramethyluronium hexafluorophosphate HCl Hydrochloride